CCCCC[C@H]1CCCCCCCCCC(=O)O[C@@H]2[C@H]([C@@H]([C@H](O[C@H]2OC[C@@H]3[C@H]([C@@H]([C@H]([C@@H](O3)O[C@H]4[C@@H]([C@H](O[C@H]([C@@H]4O[C@H]5[C@@H]([C@@H]([C@H]([C@@H](O5)C)OC(=O)/C(=C/C)/C)OC(=O)[C@@H](C)[C@H](C)O)O)O[C@@H]6[C@H]([C@@H]([C@H](O[C@H]6O1)C)O)O)CO)O)O)OC(=O)[C@@H](C)CC)OC(=O)[C@@H](C)CC)CO)O)O The molecule is a resin glycoside that is the pentasaccharide derivative of jalapinolic acid. It has been isolated from Calystegia soldanella. It has a role as a metabolite. It is a macrocyclic lactone, a pentasaccharide derivative and a resin glycoside. It derives from a tiglic acid and a jalapinolic acid.